C1CCCCC12OCCCCO2 7,12-dioxaspiro[5.6]dodecane